5-(1-(3-methoxyphenyl)imidazo[1,5-a]pyridin-3-yl)thiophene-2-carboxylic acid COC=1C=C(C=CC1)C=1N=C(N2C1C=CC=C2)C2=CC=C(S2)C(=O)O